N1C=CC2=CC(=CC=C12)C1=CNC2=NC=C(C=C21)C2=CC=C(CN1CCC(CC1)O)C=C2 1-(4-(3-(1H-indol-5-yl)-1H-pyrrolo[2,3-b]pyridin-5-yl)benzyl)piperidin-4-ol